(methoxymethyl)cyclobutanone COCC1C(CC1)=O